1-(4-[(2,6-difluorophenyl)carbamoyl]-2-fluoro-5-{[(2S)-1,1,1-trifluoropropan-2-yl]oxy}phenyl)-N,4-dimethyl-5-oxo-4,5-dihydro-1H-1,2,4-triazole-3-carboxamide FC1=C(C(=CC=C1)F)NC(=O)C1=CC(=C(C=C1O[C@H](C(F)(F)F)C)N1N=C(N(C1=O)C)C(=O)NC)F